CC=CC(=O)OCCCCCCCCCCOP(=O)(O)O 10-Methylacryloyloxydecyldihydrogenphosphat